N-((5-fluoro-2,3-Dihydrobenzofuran-4-yl)methyl)-1-iodoimidazo[1,5-c]pyrimidin-5-amine FC=1C=CC2=C(CCO2)C1CNC1=NC=CC=2N1C=NC2I